[C-]#N.C(CCCCCCCCCCC)[N+]1(CCCCC1)C 1-Dodecyl-1-methylpiperidinium cyanid